(3S,4S)-8-(5-bromo-6-methylimidazo[1,5-a]pyrazin-8-yl)-3-methyl-2-oxa-8-azaspiro[4.5]decan-4-amine BrC1=C(N=C(C=2N1C=NC2)N2CCC1([C@@H]([C@@H](OC1)C)N)CC2)C